NC1=C(C=C(C=N1)NC(C(=O)N1[C@H](CC[C@@H](C1)C)C1=CC=C(C=C1)CCN(C)C)=O)C N-(6-amino-5-methyl-3-pyridyl)-2-[(2R,5S)-2-[4-[2-(dimethylamino)ethyl]phenyl]-5-methyl-1-piperidyl]-2-oxo-acetamide